(1-(2-chloro-5-(trifluoromethyl)phenyl)cyclopropyl)methanamine ClC1=C(C=C(C=C1)C(F)(F)F)C1(CC1)CN